(S)-N-(6-(hydroxyamino)-6-oxohexyl)-1-tosylindoline-2-carboxamide ONC(CCCCCNC(=O)[C@H]1N(C2=CC=CC=C2C1)S(=O)(=O)C1=CC=C(C)C=C1)=O